[Cl-].[Ti+3].[Cl-].[Cl-] titanous chloride